1,1-bis(4-hydroxyphenyl)n-decane ethyl-2-methyl-pent-2-enoate C(C)OC(C(=CCC)C)=O.OC1=CC=C(C=C1)C(CCCCCCCCC)C1=CC=C(C=C1)O